2-bromo-N-(2-(1-hydroxy-1-phenylethyl)phenyl)benzenesulfonamide BrC1=C(C=CC=C1)S(=O)(=O)NC1=C(C=CC=C1)C(C)(C1=CC=CC=C1)O